NC1=NC=CC(=C1F)C1=C(C=2C(NCCC2N1)=O)NC1=C(C(=CC=C1)F)C 2-(2-amino-3-fluoropyridin-4-yl)-3-[(3-fluoro-2-methylphenyl)amino]-1H,5H,6H,7H-pyrrolo[3,2-c]pyridin-4-one